1,2-dimethyl-4-nitrobenzene CC1=C(C=C(C=C1)[N+](=O)[O-])C